OC1OCCO1 hydroxy[1,3]dioxolane